ClCCN(CCCl)CC=1C=NC(=C(C1COC)O)C 3-bis(2-chloroethyl)aminomethyl-4-methoxymethyl-5-hydroxy-6-methylpyridine